N1C=C(C2=CC=CC=C12)CCCC(=O)O 4-indol-3-yl-butyric acid